COC(=O)C=1C(N(C2=CC(=CC=C2C1N)Br)C1=CC(=CC=C1)C#N)=O 4-Amino-1-(3-cyanophenyl)-7-bromo-2-oxo-1,2-dihydroquinoline-3-carboxylic acid methyl ester